2-methyl-2-((R)-3,7,12,15-tetraoxo-1-oxa-11-thia-4,8-diazacyclopentadecan-2-yl)propyl L-alaninate N[C@@H](C)C(=O)OCC(C)([C@H]1OC(CCC(SCCNC(CCNC1=O)=O)=O)=O)C